CN(CCCNCC1=CC(=C(C(=C1)OC)OC)CNCCCN(C)C)C 1,3-Bis(3-dimethylamino-propylaminomethyl)-4,5-dimethoxybenzol